CO[C@H]1[C@](C[C@]2(CN(C(O2)=O)C2=NC=C(N=C2)C(C)(C)OCC2=CC=C(C=C2)OC)CC1)(C)CN1C=NC2=C1C=C(C=C2)C#N (((5S,7S,8R)-8-Methoxy-3-(5-(2-((4-methoxybenzyl)oxy)propan-2-yl)pyrazin-2-yl)-7-methyl-2-oxo-1-oxa-3-azaspiro[4.5]decan-7-yl)methyl)-1H-benzo[d]imidazole-6-carbonitrile